7-(1,4-diazepan-1-yl)-2-[2-(5-fluoro-6-methyl-2-pyridyl)imidazo[1,2-a]pyridin-3-yl]-1,5-naphthyridine N1(CCNCCC1)C1=CN=C2C=CC(=NC2=C1)C1=C(N=C2N1C=CC=C2)C2=NC(=C(C=C2)F)C